COC(=O)C1=NN(C(=C1)C(=O)O)C 3-(methoxycarbonyl)-1-methyl-1H-pyrazole-5-carboxylic acid